[Ti+4].C(CC(O)(C(=O)[O-])CC(=O)[O-])(=O)[O-].[Na+] sodium citrate titanium salt